CC1=CC(OC1=O)O\C=C(\C(=O)OCC)/N1C=CC=2C1=NC=CN2 ethyl (Z)-3-[(4-methyl-5-oxo-2H-furan-2-yl)oxy]-2-pyrrolo[2,3-b]pyrazin-5-yl-prop-2-enoate